FC1CN(C1)C1=CC=C2C(=N1)CC1(CCNCC1)[C@@H]2NS(=O)C(C)(C)C N-((S)-2-(3-fluoroazetidin-1-yl)-5,7-dihydrospiro[cyclopenta[b]pyridin-6,4'-piperidin]-5-yl)-2-methylpropane-2-sulfinamide